C(C)OC1=C(C=CC(=C1F)F)[C@@H]1[C@H](O[C@@]([C@@H]1C)(C(F)(F)F)C)C(=O)NC1=CC(=NC=C1)SC |o1:11,12,14,15| rel-(2S,3R,4R,5S)-3-(2-ethoxy-3,4-difluoro-phenyl)-4,5-dimethyl-N-(2-methylsulfanyl-4-pyridyl)-5-(trifluoromethyl)tetrahydrofuran-2-carboxamide